2-Azatricyclo[3.3.1.13,7]decane C12NC3CC(CC(C1)C3)C2